3-(1-(3-chloro-5-fluorophenyl)ethyl)-5,6,7,8-tetrahydropyrido[4',3':4,5]thieno[2,3-d]pyrimidin-4(3H)-one ClC=1C=C(C=C(C1)F)C(C)N1C=NC2=C(C1=O)C1=C(S2)CNCC1